(5-(3,5-difluorophenyl)-4,5-dihydro-1H-pyrazol-1-yl)(3-((imidazo[1,2-a]-pyrazin-6-yloxy)methyl)-bicyclo[1.1.1]pentan-1-yl)methanone FC=1C=C(C=C(C1)F)C1CC=NN1C(=O)C12CC(C1)(C2)COC=2N=CC=1N(C2)C=CN1